FC1=C(C(=CC=C1)F)CN1C=NN(C1=O)C1=CC=C(OC2=C(N=C(S2)C=2CN(CC2)C(=O)OC(C)(C)C)C)C=C1 tert-butyl 3-[5-[4-[4-[(2,6-difluorophenyl)methyl]-5-oxo-1,2,4-triazol-1-yl]phenoxy]-4-methyl-thiazol-2-yl]-2,5-dihydropyrrole-1-carboxylate